2-(4-(6-((4-cyano-2-fluorobenzyl)oxy)pyridin-2-yl)benzyl)-N-(4-hydroxyphenethyl)-1-(2-methoxyethyl)-1H-benzo[d]imidazole-5-carboxamide C(#N)C1=CC(=C(COC2=CC=CC(=N2)C2=CC=C(CC3=NC4=C(N3CCOC)C=CC(=C4)C(=O)NCCC4=CC=C(C=C4)O)C=C2)C=C1)F